C([C@@H](O)C)(=O)[O-].[K+].C1(CC1)C=1C=CC(=C(C1)NC(=O)C=1OC(=CC1)C1=CC=NC=C1)N1CCC(CC1)(C)O N-(5-cyclopropyl-2-(4-hydroxy-4-methylpiperidin-1-yl)phenyl)-5-(pyridin-4-yl)furan-2-carboxamide Kalium L-Lactat